ClC=1N=C(C2=C(N1)N(N=N2)[C@H]2[C@@H]([C@@H]([C@H](O2)CN(C(CP(O)(O)=O)=O)C)O)O)NC2CCCC2 (2-((((2R,3S,4R,5R)-5-(5-chloro-7-(cyclopentylamino)-3H-[1,2,3]triazolo[4,5-d]pyrimidin-3-yl)-3,4-dihydroxytetrahydrofuran-2-yl)methyl)(methyl)amino)-2-oxoethyl)phosphonic acid